tert-butyl 6-(2-tert-butoxy-2-oxo-ethoxy)-2-azaspiro[3.3]heptane-2-carboxylate C(C)(C)(C)OC(COC1CC2(CN(C2)C(=O)OC(C)(C)C)C1)=O